manganese iron (ii) hydroxide [OH-].[Fe+2].[Mn+2].[OH-].[OH-].[OH-]